(R)-1-(4-((4-((S)-2-acetoxy-3-(N-(methylsulfonyl) acetamido)propoxy) phenyl)sulfonyl)-2,6-dichlorophenoxy)-3-chloropropan-2-yl acetate C(C)(=O)O[C@H](COC1=C(C=C(C=C1Cl)S(=O)(=O)C1=CC=C(C=C1)OC[C@H](CN(C(C)=O)S(=O)(=O)C)OC(C)=O)Cl)CCl